FC=1C=C(C2=C(COCO2)C1)CN1CCC2=CC(=CC=C12)NC(CC1=CC=C(C=C1)F)=O N-[1-(6-Fluoro-4H-benzo[1,3]dioxin-8-ylmethyl)-2,3-dihydro-1H-indol-5-yl]-2-(4-fluorophenyl)-acetamide